tert-Butyl 1-{5-[(4-chloropyrimidin-5-yl)carbonyl]-3-thienyl}-3,4-dihydroisoquinoline-2(1H)-carboxylate ClC1=NC=NC=C1C(=O)C1=CC(=CS1)C1N(CCC2=CC=CC=C12)C(=O)OC(C)(C)C